C(C)C(COC(C1=CC=C(C(=O)OCC(CCCC)CC)C=C1)=O)CCCC Bis(2-ethylhexyl)terephthalat